FC(C=1N=C(OC1C(=O)N1[C@@H](C2=C(CC1)NC=N2)C2=NN1C(C=C(C=C1)F)=C2)C(C)(C)O)F (S)-(4-(difluoromethyl)-2-(2-hydroxypropan-2-yl)oxazol-5-yl)(4-(5-fluoropyrazolo[1,5-a]pyridin-2-yl)-6,7-dihydro-1H-imidazo[4,5-c]pyridin-5(4H)-yl)methanone